FC=1C=C(C=CC1C(=O)O)C1=CC=CC=C1 3-fluoro-[1,1'-biphenyl]-4-carboxylic acid